N[C@H](C(=O)NC1=CC2=C(CC(O2)CN2C(NC(=C2)C(F)(F)F)=O)C=C1)C(C1CCCCC1)C1CCCCC1 (2S)-2-amino-3,3-dicyclohexyl-N-(2-(((S)-2-oxo-4-(trifluoromethyl)imidazol-1-yl)methyl)-2,3-dihydrobenzofuran-6-yl)propanamide